C(C1=CC=CC=C1)OC[C@]12[C@H](N(C(C(C1)C(=O)OCC)=O)C)CCC2 ethyl (4aS,7aR)-4a-[(benzyloxy)methyl]-1-methyl-2-oxo-octahydro-1H-cyclopenta[b]pyridine-3-carboxylate